1-(3,5-dichloro-4-((5-methoxy-4-oxo-3,4-dihydro-phthalazin-1-yl)oxy)phenyl)-2,4-dioxo-1,2,3,4-tetrahydropyrimidine-5-carbonitrile ClC=1C=C(C=C(C1OC1=NNC(C2=C(C=CC=C12)OC)=O)Cl)N1C(NC(C(=C1)C#N)=O)=O